[Si](C)(C)(C(C)(C)C)OCCOCCCC(=O)O 4-(2-((tert-butyldimethylsilyl)oxy)ethoxy)butanoic acid